(R)-5'-chloro-1-(2-cyclopentylethyl)-5-methyl-1,2,5,6-tetrahydro-3,3'-bipyridine ClC=1C=C(C=NC1)C=1CN(C[C@@H](C1)C)CCC1CCCC1